S(=O)(=O)(C1=CC=C(C)C=C1)NN=C1CCN(CC1)C(=O)OCC1=CC=CC=C1 benzyl 4-(2-tosylhydrazineylidene)piperidine-1-carboxylate